FC(C=1C(=C(C=CC1)[C@@H](C)NC=1C2=C(N=C(N1)C)NC(C(=C2)C2=CC=NC=C2)=O)F)F (R)-4-((1-(3-(difluoromethyl)-2-fluorophenyl)ethyl)amino)-2-methyl-6-(pyridin-4-yl)pyrido[2,3-d]pyrimidin-7(8H)-one